C(C)(C)(C)OC(=O)N1CCC(CC1)OC1=C(C=CC(=C1)[N+](=O)[O-])C 4-(2-methyl-5-nitrophenoxy)piperidine-1-carboxylic acid tert-butyl ester